BrC1=NN2C(C(=NC=C2)C(F)(F)F)=N1 2-bromo-8-(trifluoromethyl)-[1,2,4]triazolo[1,5-a]pyrazine